BrC=1C=CC(=C(C(=O)N2[C@H](CCC(C2)(F)F)CNC(OC(C)(C)C)=O)C1)C tert-Butyl (R)-((1-(5-Bromo-2-methylbenzoyl)-5,5-difluoropiperidin-2-yl)methyl)carbamate